FC(C=1C=C(C(=O)OC(C2=CC(=CC(=C2)C(F)(F)F)C(F)(F)F)=O)C=C(C1)C(F)(F)F)(F)F 3,5-bis(trifluoromethyl)benzoic anhydride